2,2',2''-{1,4,8-triazacycloundecane-1,4,8-triyltris[methylene(2-hydroxy-5-methyl-3,1-phenylene)methyleneoxy]}tri(propane-1,3-diol) N1(CCN(CCCN(CCC1)CC=1C(=C(C=C(C1)C)COC(CO)CO)O)CC=1C(=C(C=C(C1)C)COC(CO)CO)O)CC=1C(=C(C=C(C1)C)COC(CO)CO)O